deaminoglutamine C(CCC(N)=O)C(=O)O